C1(=CC=CC=C1)CC(=O)O.C(C)(=O)OCCOCCOC diethylene glycol methyl ether acetate phenyl-acetate